C(#C)C1COCCC1 3-ethynyltetrahydropyran